ClC=1C=C(C=C(C1)CCOCCOCCOCCOCCOCCOCC=O)NC(=O)NCC=1C=C2CN(C(C2=CC1)=O)C1C(NC(CC1)=O)=O 1-[3-chloro-5-[2-[2-[2-[2-[2-[2-(2-oxoethoxy)ethoxy]ethoxy]ethoxy]ethoxy]ethoxy]ethyl]phenyl]-3-[[2-(2,6-dioxo-3-piperidyl)-1-oxo-isoindolin-5-yl]methyl]urea